2-(2,5-dimethoxyphenyl)-5,6,7,8-tetramethoxy-chromen-4-one COC1=C(C=C(C=C1)OC)C=1OC2=C(C(=C(C(=C2C(C1)=O)OC)OC)OC)OC